COC1=CC=C(C=C1)\C=[N+](\CC(CCCCCCCCC)C)/[O-] (Z)-1-(4-methoxyphenyl)-N-(2-methylundecyl)methanimine oxide